C1(NCC2=CC=CC=C12)CC1C=CC2=CC=CC=C12 (Dihydroisoindolyl)methylindene